2-(4-iodophenyl)-4-methyl-8-(piperidine-1-sulfonyl)-1H,2H,3H-pyrrolo[3,4-c]quinoline-1,3-dione IC1=CC=C(C=C1)N1C(C=2C(=NC=3C=CC(=CC3C2C1=O)S(=O)(=O)N1CCCCC1)C)=O